N-(2-methoxyphenyl)-4-phenylthiazol-2-amine COC1=C(C=CC=C1)NC=1SC=C(N1)C1=CC=CC=C1